[C@@H]1(CCCC2=CC=CC=C12)CN[C@@H]1CN2CCC1CC2 (S)-N-(((S)-1,2,3,4-tetrahydronaphthalene-1-yl)methyl)quinuclidine-3-amine